FC=1C(=NC(=NC1)N/N=C/C#CI)C (E)-5-fluoro-2-(2-(3-iodoprop-2-yn-1-ylidene)hydrazineyl)-4-methylpyrimidine